ClC1=C(C=2N=CN=C(C2C=N1)N1C[C@H]2CC[C@@H](C1)N2C(=O)OC(C)(C)C)F tert-butyl (1R,5S)-3-(7-chloro-8-fluoropyrido[4,3-d]pyrimidin-4-yl)-3,8-diazabicyclo[3.2.1]octane-8-carboxylate